2,5-di-methoxyterephthalaldehyde COC1=C(C=O)C=C(C(=C1)C=O)OC